(2s)-2-amino-3-hydroxy-2-methylpropanoic acid N[C@](C(=O)O)(CO)C